COC=1C=CC2=C(N=C(S2)B(O)O)C1 5-METHOXYBENZOTHIAZOLE-2-BORONIC ACID